1-((2R,5S)-4-((R)-7-(3-amino-5-methylbenzo[d]isoxazol-4-yl)-6-chloro-2-(3-(dimethylamino)azetidin-1-yl)-8-fluoroquinazolin-4-yl)-2,5-dimethylpiperazin-1-yl)prop-2-en-1-one NC1=NOC2=C1C(=C(C=C2)C)C2=C(C=C1C(=NC(=NC1=C2F)N2CC(C2)N(C)C)N2C[C@H](N(C[C@@H]2C)C(C=C)=O)C)Cl